2-(2,3-difluorobenzene-1-carbonyl)-8,8-dimethyl-7-oxo-2-azaspiro[3.5]non-5-ene-6-carbonitrile FC1=C(C=CC=C1F)C(=O)N1CC2(C1)C=C(C(C(C2)(C)C)=O)C#N